(S)-1-(oxetan-2-ylmethyl)-2-((6-(pyridin-4-ylmethoxy)-5',6'-dihydro-[2,4'-bipyridin]-1'(2'H)-yl)methyl)-1H-benzo[d]imidazole-6-carboxylic acid O1[C@@H](CC1)CN1C(=NC2=C1C=C(C=C2)C(=O)O)CN2CC=C(CC2)C2=NC(=CC=C2)OCC2=CC=NC=C2